FC=1C=C(C=CC1F)C=1C=C2C(=NC1)NC(N2CC2=NC=CC=C2)=O 6-(3,4-difluorophenyl)-1-(2-pyridylmethyl)-3H-imidazo[4,5-b]pyridin-2-one